ClC1=C(C=C2C=C(N=CC2=C1)NC(=O)[C@@H]1CC12CC2)C2CCN(CC2)[C@]2(COC[C@H]2O)C (R)-N-(7-chloro-6-(1-((3S,4S)-4-hydroxy-3-methyltetrahydrofuran-3-yl)piperidin-4-yl)isoquinolin-3-yl)spiro[2.2]pentane-1-carboxamide